C(#N)N1[C@H](C[C@@](C1)(C)O)C(=O)N(C1=CC=C(C=C1)S(F)(F)(F)(F)F)C(C(=O)NC1CCC(CC1)(F)F)C=1C=NC=CC1 (2R,4R)-1-cyano-N-[2-[(4,4-difluorocyclohexyl)amino]-2-oxo-1-(3-pyridyl)ethyl]-4-hydroxy-4-methyl-N-[4-(pentafluoro-λ6-sulfanyl)phenyl]pyrrolidine-2-carboxamide